C(C)(C)(C)OC(NCCCCCCCCCCCCOC1=C(C=CC(=C1)OC)C1=CC=C(C=C1)C1=CC=C(C=C1)OCCCCC)=O tert-butyl(12-((4-methoxy-4''-(pentyloxy)-[1,1':4',1''-terphenyl]-2-yl)oxy)dodecyl)carbamate